tritert-butyl borate trin-butyl-borate C(CCC)OB(OCCCC)OCCCC.B(OC(C)(C)C)(OC(C)(C)C)OC(C)(C)C